dibutyllead C(CCC)[Pb]CCCC